C(C)(C)(C)C1=NC(=NO1)C(=O)NCC1=C(C=C(C=C1)C1=CC(=NC=C1)NC(=O)C1CC1)C(C)C 5-(tert-butyl)-N-(4-(2-(cyclopropanecarboxamido)pyridin-4-yl)-2-isopropylbenzyl)-1,2,4-oxadiazole-3-carboxamide